C(C)(C)(C)C1=C(C(=C(CN2C(N(C(N(C2=O)CC2=C(C(=C(C=C2C)C(C)(C)C)O)C)=O)CC2=C(C(=C(C=C2C)C(C)(C)C)O)C)=O)C(=C1)C)C)O 1,3,5-tris(4-tert-butyl-3-hydroxy-2,6-dimethylbenzyl)-1,3,5-triazin-2,4,6(1h,3h,5h)-trione